C(CCC)NC1=NC(=NC(N1)=S)[S-].[Na+] sodium 6-butylamino-1,3,5-triazine-2-thione-4-thiolate